1-(4-aminophenylethyl)-3-(2,6-dichloro-3,5-dimethoxyphenyl)-7-(methylamino)-3,4-dihydropyrimido[4,5-d]pyrimidin-2(1H)-one NC1=CC=C(C=C1)CCN1C(N(CC=2C1=NC(=NC2)NC)C2=C(C(=CC(=C2Cl)OC)OC)Cl)=O